(1S,7aS)-1-(ethylamino)hexahydro-3H-pyrrolizin-3-one C(C)N[C@H]1CC(N2CCC[C@@H]12)=O